C1(CCC1)N1C(=CC2=CC=C(C=C12)OC(F)F)NC(CC(C)(C)C)=O N-(1-cyclobutyl-6-(difluoromethoxy)-1H-indol-2-yl)-3,3-dimethylbutyramide